2-((6-(4-((((R)-1-(2-bromophenyl)ethoxy)carbonyl)amino)-3-methylisoxazol-5-yl)-2-methylpyridin-3-yl)carbamoyl)cyclohexane-1-carboxylic acid BrC1=C(C=CC=C1)[C@@H](C)OC(=O)NC=1C(=NOC1C1=CC=C(C(=N1)C)NC(=O)C1C(CCCC1)C(=O)O)C